N-(4-((2-amino-3-chloropyridin-4-yl)oxy)-3-fluorophenyl)-1-(4-methylpyrimidin-2-yl)-5-(trifluoromethyl)-1H-pyrazole-4-carboxamide NC1=NC=CC(=C1Cl)OC1=C(C=C(C=C1)NC(=O)C=1C=NN(C1C(F)(F)F)C1=NC=CC(=N1)C)F